N-(6-(Cyclopropylmethoxy)benzo[d]isoxazol-3-yl)-5-ethyl-2-methoxybenzenesulfonamide C1(CC1)COC1=CC2=C(C(=NO2)NS(=O)(=O)C2=C(C=CC(=C2)CC)OC)C=C1